NC1=NC(=NC=2N1N=C(N2)C=2OC=CC2)N2C[C@@H](CCC2)CN2CCN(CC2)C2=C(C(=O)OC)C=CC=C2 Methyl (S)-2-(4-((1-(7-amino-2-(furan-2-yl)-[1,2,4]triazolo[1,5-a][1,3,5]triazin-5-yl)piperidin-3-yl)methyl)piperazin-1-yl)benzoate